(2R,4S,5R,6R)-2-(3-azido-2-hydroxypropoxy)-6-((1R,2R)-3-(2-(4-chlorophenyl)acetamido)-1,2-dihydroxypropyl)-4-hydroxy-5-(2-hydroxyacetamido)tetrahydro-2H-pyran-2-carboxylic acid N(=[N+]=[N-])CC(CO[C@]1(O[C@H]([C@@H]([C@H](C1)O)NC(CO)=O)[C@@H]([C@@H](CNC(CC1=CC=C(C=C1)Cl)=O)O)O)C(=O)O)O